ClC1=NSC(=C1Cl)C(=O)O 3,4-dichloro-1,2-thiazole-5-carboxylic acid